ClC1=C(C=CC=C1)C=1C=CC=2NC=3C=CC=CC3C2N1 (2-chlorophenyl)-5H-pyrido[3,2-b]indole